COC=1C=C2CCN([C@@H](C2=CC1)C)C(=O)OC(C)(C)C tert-butyl (1R)-6-methoxy-1-methyl-3,4-dihydro-1H-isoquinoline-2-carboxylate